N-(tert-butoxycarbonyl)-2-ethylamine C(C)(C)(C)OC(=O)NCC